C(C=C)(=O)OC1C(=O)OCC1 acryloyloxy-γ-butyrolactone